3,3'-diiodo-4,4'-dipentylethyl-biphenyl (2R,3S,4R,5R)-5-((Bis(4-methoxyphenyl)(phenyl)methoxy)methyl)-2-(2,6-dioxo-3,6-dihydropyrimidin-1(2H)-yl)-4-hydroxytetrahydrofuran-3-yl-acetate COC1=CC=C(C=C1)C(OC[C@@H]1[C@@H]([C@@H]([C@@H](O1)N1C(NC=CC1=O)=O)CC(=O)O)O)(C1=CC=CC=C1)C1=CC=C(C=C1)OC.IC=1C(=C(C=CC1CCCCC)C1=CC(=C(C=C1)CCCCC)I)CC